2-(2,6-Dioxopiperidin-3-yl)-5-(4-((5-((4-((3-(methylsulfonyl)benzyl)amino)-5-(trifluoromethyl)pyrimidin-2-yl)amino)-2-oxoindolin-1-yl)methyl)piperidin-1-yl)isoindoline-1,3-dione O=C1NC(CCC1N1C(C2=CC=C(C=C2C1=O)N1CCC(CC1)CN1C(CC2=CC(=CC=C12)NC1=NC=C(C(=N1)NCC1=CC(=CC=C1)S(=O)(=O)C)C(F)(F)F)=O)=O)=O